(4-{4-[4-(8-fluoro-2-oxo-1,2-dihydro-3-quinolylamino)-2-pyrimidinylamino]-3-methoxyphenyl}-1-piperidyl)acetonitrile FC=1C=CC=C2C=C(C(NC12)=O)NC1=NC(=NC=C1)NC1=C(C=C(C=C1)C1CCN(CC1)CC#N)OC